CN1CCN(CC1)C(C)=O 1-(4-methylpiperazin-1-yl)ethan-1-one